OCCCCS(=O)(=O)O 4-hydroxy-butane-1-sulfonic acid